N-5-methylisoxazolyl-3-formyl-O-methyl-L-seryl-S-methyl-L-cysteinyl-L-leucyl-methyloxirane CC1=CC(=NO1)N[C@@H](C(OC)C=O)C(=O)N[C@@H](CSC)C(=O)N[C@@H](CC(C)C)C(=O)C1(OC1)C